O1CCN(CCC1)C=O [1,4]oxazepan-4-yl-methanone